dimethoxy(methyl)n-octylsilane CO[Si](CCCCCCCC)(C)OC